5-(3,5-dimethylphenyl)-5H-pyrido[3'',4'':4',5']pyrrolo[3',2':4,5]imidazo[1,2-c]pyrimidine CC=1C=C(C=C(C1)C)N1C2=C(C=3N=C4N(C=NC=C4)C31)C=NC=C2